1-(2,2-difluoroethyl)-5-(4,4,5,5-tetramethyl-1,3,2-dioxaborolan-2-yl)pyridin-2(1H)-one FC(CN1C(C=CC(=C1)B1OC(C(O1)(C)C)(C)C)=O)F